CC12OCCC(C1)(C2)CN2CC1(C2)CN(C1)S(=O)(=O)C1=C(NC(C=C1)C(F)(F)F)C 2-((1-methyl-2-oxabicyclo[3.1.1]heptan-5-yl)methyl)-6-((2-methyl-6-(trifluoromethyl)-1,6-dihydropyridin-3-yl)sulfonyl)-2,6-diazaspiro[3.3]heptane